ClC=1C=C(C=CC1)[C@H](C)NCCCCOCCNC1=NC2=C(C3=CN=CC=C13)C=CC(=C2)C(=O)N (S)-5-((2-(4-((1-(3-Chlorophenyl)ethyl)amino)butoxy)ethyl)amino)benzo[c][2,6]naphthyridine-8-carboxamide